chloromethylene dichloride ClC(Cl)Cl